NC=1C=2C(NCC3(OC4=C(C=C(C=C4[C@H](NC=4C=CN(N1)C2N4)C)F)C3)C)=O (3R,1R)-16-amino-6-fluoro-3,11-dimethyl-10-oxa-2,13,17,18,21-pentaazapentacyclo[13.5.2.18,11.04,9.018,22]tricosa-1(21),4,6,8,15(22),16,19-heptaen-14-one